C1(=CC=C(C=C1)C(=O)[C@@]([C@@](C(=O)[O-])(O)C(=O)C1=CC=C(C=C1)C)(O)C(=O)[O-])C di-p-toluoyl-D-tartrate